O=C1NC2=CC(=CC=C2C(N1CCC)=O)CN1CCN(CC1)C=1C=CC(=NC1F)C(=O)NC 5-(4-((2,4-dioxo-3-propyl-1,2,3,4-tetrahydroquinazolin-7-yl)methyl)piperazin-1-yl)-6-fluoro-N-methylpicolinamide